benzoyl-beta-L-ribofuranose C(C1=CC=CC=C1)(=O)[C@@]1(O)[C@@H](O)[C@@H](O)[C@@H](O1)CO